[Cl-].C(C1=CC=CC=C1)[NH2+]CCOC Benzylmethoxyethylammonium chloride